FC=1C=C2C(=NC1)NC=C2C2=NN1C(C(=N2)N[C@@H]2[C@H]([C@@H]3C4CC4[C@H]2CC3)C(=O)O)=CC=C1COC (1R,5S,6S,7S)-7-((2-(5-fluoro-1H-pyrrolo[2,3-b]pyridin-3-yl)-7-(methoxymethyl)pyrrolo[2,1-f][1,2,4]triazin-4-yl)amino)tricyclo[3.2.2.02,4]nonane-6-carboxylic acid